NC1=C(C=2C(=NC=C(N2)C(=O)NC=2C=NC=CC2)N1C1=C(C(=CC=C1C)O)C)C(=O)N 6-amino-5-(3-hydroxy-2,6-dimethyl-phenyl)-N2-(3-pyridinyl)pyrrolo[2,3-b]pyrazine-2,7-dicarboxamide